CC(C=CC(=O)C=1SC=C(N1)C(=O)[O-])C 2-(4-methylpent-2-enoyl)thiazole-4-carboxylate